CC1OCCCC1 2-methyltetrahydro-2H-pyran